S1(CNC=2C1=CNC2)=O dihydropyrrolo[3,4-D]thiazolone